FC1=C2C3(CN(C(C2=CC=C1O)=O)CC(=O)OC)CC3 methyl 2-(5'-fluoro-6'-hydroxy-1'-oxo-1'H-spiro[cyclopropane-1,4'-isoquinolin]-2'(3'H)-yl)acetate